NC1=NN2C(C=C(C=C2)C=2C=CC(=C(C(=O)[O-])C2)C)=N1.[Li+] lithium 5-(2-amino-[1,2,4]triazolo[1,5-a]pyridin-7-yl)-2-methylbenzoate